NC=1C=C(C=CC1O)C(COC)N1C(N[C@@H](C1)C(F)F)=O (4S)-1-(1-(3-amino-4-hydroxyphenyl)-2-methoxyethyl)-4-(difluoromethyl)-imidazolidin-2-one